CC(CC)(C)OOC(CC)(C)C dimethylpropyl peroxide